NC1=C(C=C(C=N1)C=1C=C2N(N1)CCC21CN(CC1)C(=O)NC1(CCC1)C1=CC=NC=C1)C#N 2'-(6-amino-5-cyanopyridin-3-yl)-N-[1-(pyridin-4-yl)cyclobutyl]-5',6'-dihydrospiro[pyrrolidine-3,4'-pyrrolo[1,2-b]pyrazole]-1-carboxamide